4-fluoro-N,5-dimethyl-1H-indazole FC1=C2C=NN(C2=CC=C1C)C